O=C(C(=O)[O-])CC=CCC(=O)[O-] 2-oxoheptane-4-ene-1,7-dioate